ClC1=CC=C(C=C1)C=1C=CC2=C(N=CCO2)C1 6-(4-chlorophenyl)-1,4-benzoxazine